4-cyclopropyl-5-(trifluoromethyl)pyrimidine-2,4-diamine C1(CC1)C1(NC(=NC=C1C(F)(F)F)N)N